CC=1C=C2C(C=CO2)=C(C1C1=CC2=C(N=N1)N(C=N2)[C@H]2CN(CCC2)CC(F)(F)F)O 6-methyl-5-[7-[(3R)-1-(2,2,2-trifluoroethyl)-3-piperidyl]imidazo[4,5-c]pyridazin-3-yl]benzofuran-4-ol